N(=[N+]=[N-])CC1=NC(=CC=C1Br)Cl (azidomethyl)-3-bromo-6-chloropyridine